ethyl 1-methyl-3-((2,2,2-trifluoroethoxy)methyl)-1H-pyrazole-5-carboxylate CN1N=C(C=C1C(=O)OCC)COCC(F)(F)F